O1CCN(CC1)[C@@H]1CC[C@H](CC1)NC1=NN2C(C=N1)=C(C=C2)C=2C=C1N=CC=NC1=CC2 N-(trans-4-morpholinocyclohexyl)-5-(quinoxalin-6-yl)pyrrolo[2,1-f][1,2,4]triazin-2-amine